2-(3-(2,6-diphenylpyridin-4-yl)-2,4,5,6-tetrakis(3-methyl-9H-carbazol-9-yl)phenyl)benzo[d]thiazole C1(=CC=CC=C1)C1=NC(=CC(=C1)C=1C(=C(C(=C(C1N1C2=CC=CC=C2C=2C=C(C=CC12)C)N1C2=CC=CC=C2C=2C=C(C=CC12)C)N1C2=CC=CC=C2C=2C=C(C=CC12)C)C=1SC2=C(N1)C=CC=C2)N2C1=CC=CC=C1C=1C=C(C=CC21)C)C2=CC=CC=C2